CN1CC(C1)C(=O)O 1-METHYL-3-AZETIDINECARBOXYLIC ACID